4-[5-(aminomethyl)pyrimidin-2-yl]-3-[6-(7-azabicyclo[2.2.1]heptan-7-yl)-2-methylpyrimidin-4-yl]oxybenzonitrile NCC=1C=NC(=NC1)C1=C(C=C(C#N)C=C1)OC1=NC(=NC(=C1)N1C2CCC1CC2)C